ClC=1C=C2C(=CN=C(C2=CN1)C)C=O 6-chloro-1-methyl-2,7-naphthyridine-4-carbaldehyde